CCC=C(CC=CCCCCCCC)C(=O)N tetradecane-3,6-diene-4-carboxamide